N1(C=NC=C1)C=1N=C(C2=C(N1)CCC2)C(=O)N[C@@H]2CC[C@@H](CC2)C(NC)=O 2-(imidazol-1-yl)-N-[(cis)-4-(methylcarbamoyl)cyclohexyl]-5H,6H,7H-cyclopenta[d]pyrimidine-4-carboxamide